C(C)(C)(C)N1N=NN=C1C(C)(C)N1CCN(CC1)C1=C(C=NC=C1Cl)Cl 1-(2-(1-(tert-butyl)-1H-tetrazol-5-yl)propan-2-yl)-4-(3,5-dichloropyridin-4-yl)piperazine